N-(2-(1-((1-(2-(2,6-dioxopiperidin-3-yl)-1,3-dioxoisoindolin-5-yl)piperidin-4-yl)methyl)piperidin-4-yl)-6-methoxy-2H-indazol-5-yl)-6-(trifluoromethyl)pyridinecarboxamide O=C1NC(CCC1N1C(C2=CC=C(C=C2C1=O)N1CCC(CC1)CN1CCC(CC1)N1N=C2C=C(C(=CC2=C1)NC(=O)C1=NC(=CC=C1)C(F)(F)F)OC)=O)=O